O1COC2=C1C=CC(=C2)CC(C=[N+](C(C)C)[O-])C 3-(benzo[d][1,3]dioxol-5-yl)-N-isopropyl-2-methylpropan-1-imine oxide